ethylisothiourea CCSC(=N)N